(4-(1H-indazol-1-yl)pyrimidin-2-yl)-N1-(2-(dimethylamino)ethyl)-5-methoxy-N1-methylbenzene-1,2,4-triamine N1(N=CC2=CC=CC=C12)C1=NC(=NC=C1)C1=C(C(=CC(=C1N)OC)N(C)CCN(C)C)N